5-(3-cyclopropyl-1,2,4-triazin-6-yl)-3-(ethylsulfanyl)pyridine-2-carboxylic acid C1(CC1)C=1N=NC(=CN1)C=1C=C(C(=NC1)C(=O)O)SCC